(R)-1-((6-(5-fluoro-2-(((3S,4R)-3-hydroxytetrahydro-2H-pyran-4-yl)amino)pyrimidin-4-yl)-4-isopropylquinolin-3-yl)methyl)piperidine-3-carbonitrile FC=1C(=NC(=NC1)N[C@H]1[C@@H](COCC1)O)C=1C=C2C(=C(C=NC2=CC1)CN1C[C@@H](CCC1)C#N)C(C)C